1-(6-morpholinopyridin-2-yl)azetidin-3-amine O1CCN(CC1)C1=CC=CC(=N1)N1CC(C1)N